methyl 3-[4-[(1S,4S,5R)-5-[[5-cyclopropyl-3-(2,6-dichlorophenyl)-1,2-oxazol-4-yl]methoxy]-2-azabicyclo[2.2.1]heptan-2-yl]phenyl]propanoate C1(CC1)C1=C(C(=NO1)C1=C(C=CC=C1Cl)Cl)CO[C@H]1[C@@H]2CN([C@H](C1)C2)C2=CC=C(C=C2)CCC(=O)OC